O=C1CC(C2=CC=CC=C12)=O dioxoindan